(2R,3R,4S,5R)-4-(benzyloxy)-5-(((tert-butyldiphenylsilyl)oxy)methyl)-5-vinyltetrahydrofuran-2,3-diyl diacetate C(C)(=O)O[C@H]1O[C@]([C@H]([C@H]1OC(C)=O)OCC1=CC=CC=C1)(C=C)CO[Si](C1=CC=CC=C1)(C1=CC=CC=C1)C(C)(C)C